C(=C)(C)[C@@H](C\C=C(/CCC(=O)[O-])\C)CCC=C (3Z,6R)-6-isopropenyl-3-methyl-3,9-decadienyl-carboxylate